1-isopropyl-8-(6-((S)-1-(2-((S)-3-methoxypyrrolidin-1-yl)ethoxy)ethyl)pyridin-3-yl)-3-methyl-1H-imidazo[4,5-c]cinnolin-2(3H)-one C(C)(C)N1C(N(C=2N=NC=3C=CC(=CC3C21)C=2C=NC(=CC2)[C@H](C)OCCN2C[C@H](CC2)OC)C)=O